C(C)(C)(C)OC(=O)[C@@H]1CCCC=2N1C(N(N2)CC2=CC=C(C=C2)F)=O tert-Butyl-(5S)-2-(4-fluorobenzyl)-3-oxo-2,3,5,6,7,8-hexahydro[1,2,4]triazolo[4,3-a]pyridine-5-carboxylate